germanium silicon-germanium [Ge].[Si].[Ge]